3-(3-thienyl)ethynyl-4-phenyl-7-methylcoumarin S1C=C(C=C1)C#CC=1C(OC2=CC(=CC=C2C1C1=CC=CC=C1)C)=O